BrC=1SC(=CC1N)Br 2,5-dibromo-3-aminothiophene